BrC1=CC=C2CN(C(C2=C1C)=O)C1C(NC(CC1)=O)=O 3-(6-bromo-7-methyl-1-oxoisoindolin-2-yl)piperidine-2,6-dione